2-ethoxyethylacrylate C(C)OCCOC(C=C)=O